Di-tert-butyl (((S)-1-(tert-butoxy)-1-oxo-6-(3-(4-(trimethylstannyl)phenyl)propanamido)hexan-2-yl)carbamoyl)-L-glutamate C(C)(C)(C)OC([C@H](CCCCNC(CCC1=CC=C(C=C1)[Sn](C)(C)C)=O)NC(=O)N[C@@H](CCC(=O)OC(C)(C)C)C(=O)OC(C)(C)C)=O